C(C1=CC=CC=C1)NC=1C(=C(\C=C/2\C(N(CC2)CC2=CC(=C(C=C2)C)C)=O)C=CC1[N+](=O)[O-])F (E)-3-(3-(benzylamino)-2-fluoro-4-nitrobenzylidene)-1-(3,4-dimethylbenzyl)pyrrolidin-2-one